N1(CCNCC1)C=1C=C(C(=O)NC=2C=C3C(=NC2)NC=C3C3=CC=2N(C=C3)N=CC2C(=O)NC=2C=NC=CC2)C=CN1 5-(5-(2-(piperazin-1-yl)isonicotinamido)-1H-pyrrolo[2,3-b]pyridin-3-yl)-N-(pyridin-3-yl)pyrazolo[1,5-a]pyridine-3-carboxamide